N1C(=NC2=C1C=CC=C2)C2=C(C(=CC=C2)Cl)C=2C(=CC(=CC2)C(N[C@@H](CCC)C2=CC=CC=C2)=O)C(=O)O (S)-2'-(1H-1,3-benzodiazol-2-yl)-6'-chloro-4-{[(1S)-1-phenylbutyl]carbamoyl}-[1,1'-biphenyl]-2-carboxylic acid